NCC=1SC(=CN1)C(=N)N 2-(aminomethyl)thiazole-5-carboxamidine